tert-butyl 4-((5-bromobenzo[d]oxazol-2-yl)amino)piperidine-1-carboxylate BrC=1C=CC2=C(N=C(O2)NC2CCN(CC2)C(=O)OC(C)(C)C)C1